N[C@H]1C[C@H](CC1)C(=O)O cis-3-aminocyclopentanecarboxylic acid